ClC1=CC=2N(C3=CC=CC=C3SC2C=C1)C1=C(C=C2C=CC=CN12)C1=CC=CC=C1 2-chloro-10-(2-phenylindolizin-3-yl)-10H-phenothiazine